C(=O)OCC(C)OC=O Propylene Diformate